CC1=NNC2=C(C=CC=C12)C=O 3-methyl-1H-indazole-7-carbaldehyde